6-[(E)-[(Z)-[3-(2-isopropylphenyl)-5-oxothiazolidine-2-ylidene]hydrazono]methyl]-N'-methoxy-1-methyl-N-[4-(trifluoromethoxy)phenyl]indazole-3-carboxamidine C(C)(C)C1=C(C=CC=C1)N1/C(/SC(C1)=O)=N/N=C/C1=CC=C2C(=NN(C2=C1)C)C(=NOC)NC1=CC=C(C=C1)OC(F)(F)F